N-(5-Cyano-6-(2H-1,2,3-triazol-2-yl)pyridin-3-yl)-1-(1-fluoroisochinolin-4-yl)-5-(trifluoromethyl)-1H-pyrazol-4-carboxamid C(#N)C=1C=C(C=NC1N1N=CC=N1)NC(=O)C=1C=NN(C1C(F)(F)F)C1=CN=C(C2=CC=CC=C12)F